(E)-2-octadecenal C(\C=C\CCCCCCCCCCCCCCC)=O